ClC1=C(C(=C2C(=N1)C(=CS2)C(=O)NC)C(F)(F)F)Cl 5,6-dichloro-N-methyl-7-(trifluoromethyl)thieno[3,2-b]pyridine-3-carboxamide